8-methyl-6-(5-methyl-3,4-dihydro-2H-quinoxalin-1-yl)-2-[[1-(1-methyl-4-piperidinyl)pyrazol-4-yl]amino]pyrido[2,3-d]pyrimidin-7-one CN1C(C(=CC2=C1N=C(N=C2)NC=2C=NN(C2)C2CCN(CC2)C)N2CCNC1=C(C=CC=C21)C)=O